NCCC=1C=CC(=NC1)C1=C(C=C(C#N)C=C1)OC=1N(N=C(C1)NC(C)C)C 4-[5-(2-aminoethyl)pyridin-2-yl]-3-[2-methyl-5-(propan-2-ylamino)pyrazol-3-yl]oxybenzonitrile